N-(4-(((3S,4S)-1-(3-chlorophenethyl)-4-methylpyrrolidin-3-yl)methoxy)phenyl)-N-methylmethanesulfonamide ClC=1C=C(CCN2C[C@H]([C@@H](C2)C)COC2=CC=C(C=C2)N(S(=O)(=O)C)C)C=CC1